O=C1N(CCN1)CCNC(C=C)=O N-(2-(2-oxoimidazolin-1-yl)ethyl)acrylamide